(S)-N-(1-(7-(2-Acetyloxazol-5-yl)quinolin-5-yl)cyclopropyl)-2-methyl-5-((1-methylazetidin-2-yl)methoxy)benzamide C(C)(=O)C=1OC(=CN1)C1=CC(=C2C=CC=NC2=C1)C1(CC1)NC(C1=C(C=CC(=C1)OC[C@H]1N(CC1)C)C)=O